F[C@@H]1C[C@@]2(CCCN2C1)COC=1OC=CC1 (((2R,7aS)-2-fluorotetrahydro-1H-pyrrolizin-7a(5H)-yl)methoxy)furan